C1(=CC=CC=C1)[C@H]1N(OCC1)C1=NC(=NC=C1C(F)(F)F)N[C@@H]1CNCCC1 4-((S)-3-phenylisoxazolidin-2-yl)-N-((S)-piperidin-3-yl)-5-(trifluoromethyl)pyrimidine-2-amine